Benzyl 4-(2-(3-(8-(3-amino-6-(2-hydroxyphenyl)pyridazin-4-yl)-5,8-diazaspiro[3.5]nonan-5-yl)phenoxy)ethyl)piperazine-1-carboxylate NC=1N=NC(=CC1N1CCN(C2(CCC2)C1)C=1C=C(OCCN2CCN(CC2)C(=O)OCC2=CC=CC=C2)C=CC1)C1=C(C=CC=C1)O